C(C)(=O)NC1=CC=C(C=N1)C1=NC(=C(C=C1)NC(=O)C=1C(=NOC1C)C1=CC=CC=C1)OC N-(6'-Acetamido-6-methoxy-[2,3'-bipyridin]-5-yl)-5-methyl-3-phenylisoxazole-4-carboxamide